ClC1=CC(=CC=2CN(CCOC21)CC=2C=NC(=NC2)C2=NN=NN2)N2C=CC1=CC(=CC=C21)F 9-chloro-7-(5-fluoroindol-1-yl)-4-{[2-(1H-1,2,3,4-tetrazol-5-yl)pyrimidin-5-yl]methyl}-3,5-dihydro-2H-1,4-benzoxazepine